N-{[(2R)-1,4-Dioxan-2-yl]methyl}-2-{[(2S)-1,4-dioxan-2-yl]methyl}-4-methyl-8-(trifluoromethyl)-4,5-dihydro-2H-furo[2,3-g]indazol-7-carboxamid O1[C@@H](COCC1)CNC(=O)C1=C(C2=C(CC(C3=CN(N=C23)C[C@@H]2OCCOC2)C)O1)C(F)(F)F